NC1=CC(=NC=N1)C1=CC(=C(N1S(=O)(=O)C1=CC=CC=C1)C1=C(C=C(C=C1)Cl)Cl)C(=O)N 5-(6-aminopyrimidin-4-yl)-2-(2,4-dichlorophenyl)-1-(benzenesulfonyl)-1H-pyrrole-3-carboxamide